(4-amino-1,7-dimethyl-1H-pyrazolo[4,3-c]quinolin-8-yl)(2-(6-methoxypyridin-2-yl)-4-methylpyrazolin-1-yl)methanone NC1=NC=2C=C(C(=CC2C2=C1C=NN2C)C(=O)N2N(C=C(C2)C)C2=NC(=CC=C2)OC)C